8-bromo-1-naphthalenecarboxaldehyde BrC=1C=CC=C2C=CC=C(C12)C=O